BrC1=C(N(N=C1)CC)C(=O)OC methyl 4-bromo-2-ethylpyrazole-3-carboxylate